butylbenzoisothiazolin C(CCC)C1=NSC2=C1C=CC=C2